6-(Benzyloxy)-5-bromo-N-(pyridin-4-yl)pyridin-3-amine C(C1=CC=CC=C1)OC1=C(C=C(C=N1)NC1=CC=NC=C1)Br